ClC=1C=C2C3=C(NC2=CC1)CN(CC3)C(CC[C@@]3(C(NC(N3)=O)=O)C3CC3)=O (S)-5-(3-(6-chloro-1,3,4,9-tetrahydro-2H-pyrido[3,4-B]indol-2-yl)-3-oxopropyl)-5-cyclopropylimidazole-2,4-dione